FCCNC=1C=C(C(=O)NC2CCC(CC2)NC2=CC=CC=3N2C=C(N3)C(F)F)C=CC1 3-[(2-fluoroethyl)amino]-N-[(1s,4s)-4-{[2-(difluoromethyl)imidazo[1,2-a]pyridin-5-yl]amino}cyclohexyl]benzamide